CC1=CC=CC(=N1)C1=C(C=NN1)C=1C=C2C=C(C=NC2=CC1)C(=O)O 6-(5-(6-methylpyridin-2-yl)-1H-pyrazol-4-yl)quinoline-3-carboxylic acid